(R)-1-(3-((5-Cyclopropyl-2-((1-methyl-1H-pyrazol-4-yl)amino)-7H-pyrrolo[2,3-d]pyrimidine-4-yl)amino)pyrrolidin-1-yl)prop-2-en-1-one C1(CC1)C1=CNC=2N=C(N=C(C21)N[C@H]2CN(CC2)C(C=C)=O)NC=2C=NN(C2)C